CC1=C(C=C(C=C1)C)OCC1=CC=CC=C1 2,5-dimethylbenzeneoxytoluene